2-(1-(pyridin-4-ylmethyl)-1H-pyrrole-2-carboxamido)thiazol N1=CC=C(C=C1)CN1C(=CC=C1)C(=O)NC=1SC=CN1